(S)-3-(7-methyl-1H-benzo[d]imidazol-5-yl)-4-phenyloxazolidin-2-one CC1=CC(=CC2=C1NC=N2)N2C(OC[C@@H]2C2=CC=CC=C2)=O